(2R)-2-(tert-butoxycarbonylamino)propanoic acid C(C)(C)(C)OC(=O)N[C@@H](C(=O)O)C